FC(OC1=CC=C(C=C1)C1=CN=C2N1C=CN=C2NC2=CC(=C(C(=O)NCCC1CCNCC1)C=C2)C)F 4-[[3-[4-(difluoromethoxy)phenyl]imidazo[1,2-a]pyrazin-8-yl]amino]-2-methyl-N-(2-piperidin-4-ylethyl)benzamide